P-thioadenylyl-(3'→5')-2'-O-methylguanosine [C@@H]1([C@H](O)[C@H](OP(=S)(O)OC[C@@H]2[C@H]([C@H]([C@@H](O2)N2C=NC=3C(=O)NC(N)=NC23)OC)O)[C@@H](CO)O1)N1C=NC=2C(N)=NC=NC12